O.O.N[C@@H](CC1=CC=C(C=C1)O)C(=O)O.[Na].[Na] Disodium tyrosine dihydrate